CS(=O)(=O)N1C2=C(OCC1)C(=NC(=N2)C2=CN=C(S2)C)N[C@@H]2CCC=1NC3=CC=CC=C3C1C2 8-methyl-sulfonyl-2-(2-methylthiazol-5-yl)-N-[(3R)-2,3,4,9-tetrahydro-1H-carbazol-3-yl]-6,7-dihydropyrimido(5,4-b)[1,4]oxazin-4-amine